(E)-3-(3-([1,1'-biphenyl]-4-yl)benzisoxazol-5-yl)-N-hydroxyacrylamide C1(=CC=C(C=C1)C1=NOC2=C1C=C(C=C2)/C=C/C(=O)NO)C2=CC=CC=C2